ClC=1C=C(C=CC1C(F)(F)F)NC(=O)N1C2CCC1(CC=1C=NC=CC12)C N-(3-chloro-4-(trifluoromethyl)phenyl)-8-methyl-6,7,8,9-tetrahydro-5H-5,8-epiminocyclohepta[c]pyridine-10-carboxamide